palmitoyl melissate C(CCCCCCCCCCCCCCCCCCCCCCCCCCCCC)(=O)OC(CCCCCCCCCCCCCCC)=O